1-bromohexadecan-16-ol BrCCCCCCCCCCCCCCCCO